BrC1=C(C=C(C=N1)NC(C(=O)OCC(F)(F)F)=O)C 2,2,2-trifluoroethyl 2-[(6-bromo-5-methyl-3-pyridyl)amino]-2-oxo-acetate